trans-4-(((trans-4-(6-Cyano-5-methoxypyridin-2-yl)cyclohexyl) methyl)(3-(2-cyclopropyloxazol-4-yl)phenyl)carbamoyl)cyclohexyl 3-hydroxyazetidine-1-carboxylate OC1CN(C1)C(=O)O[C@@H]1CC[C@H](CC1)C(N(C1=CC(=CC=C1)C=1N=C(OC1)C1CC1)C[C@@H]1CC[C@H](CC1)C1=NC(=C(C=C1)OC)C#N)=O